(3S,4S)-4-(2-(5-cyclopropyl-4-fluoro-3,3-dimethyl-2-oxoindolin-1-yl)acetamido)-3-methylpentanoic acid C1(CC1)C=1C(=C2C(C(N(C2=CC1)CC(=O)N[C@H]([C@H](CC(=O)O)C)C)=O)(C)C)F